2-((3-chlorophenyl)amino)nicotinamide ClC=1C=C(C=CC1)NC1=C(C(=O)N)C=CC=N1